BrC1=CC2=C(N(S(C2)(=O)=O)C)C=C1 5-bromo-1-methyl-1,3-dihydrobenzo[C]isothiazol 2,2-dioxide